COCCOCCOS(=O)(=O)OCCOCCOC 2-(2-methoxyethoxy) ethylsulfate